CC1=C(C=CC(=C1)C1=C(C(=O)[O-])C=CC(=C1)OCCCCCCOC(C=C)=O)C1=C(C(=O)[O-])C=CC(=C1)OCCCCCCOC(C=C)=O 2-methyl-1,4-phenylenebis(4-((6-(acryloyloxy) hexyl) oxy) benzoate)